C(C=C)(=O)NC=1C=C(C(=O)N[C@H]2CCC3=CC(=CC=C23)N2C(=NC=3C2=NC(=CC3)N3N=CC=C3)C=3C(=NC=CC3)N)C=CN1 (S)-2-acrylamido-N-(5-(2-(2-aminopyridin-3-yl)-5-(1H-pyrazol-1-yl)-3H-imidazo[4,5-b]pyridin-3-yl)-2,3-dihydro-1H-inden-1-yl)isonicotinamide